NC1=C(C(=CC=C1)F)C1=C(C=CC(=C1)[N+](=O)[O-])F amino-2',6-difluoro-5'-nitro-[1,1'-biphenyl]